C(=O)O.CN1C[C@@H](CCC1)NC=1N=NC(=C2C1C=NC=C2)C2=C(C=C(C=C2C)C)C N-[(3R)-1-methylpiperidin-3-yl]-1-(2,4,6-trimethylphenyl)pyrido[3,4-d]pyridazin-4-amine formate